1-(1-(4-fluoro-2-(trifluoromethyl)phenyl)ethyl)-1H-pyrazol-4-amine FC1=CC(=C(C=C1)C(C)N1N=CC(=C1)N)C(F)(F)F